BrC1=CC2=C(C=C1)C1=C(C(N([C@](CO1)(C(=O)NCC1=C(C=CC=C1)OC)C)CCOC)=O)O2 (R)-8-bromo-N-(2-methoxybenzyl)-4-(2-methoxyethyl)-3-methyl-5-oxo-2,3,4,5-tetrahydrobenzofuro[2,3-f][1,4]oxazepine-3-carboxamide